C(C=C)(=O)OCC(CNCCC[Si](OCCC)(OCCC)OCCC)O N-(3-acryloxy-2-hydroxypropyl)-3-aminopropyltripropoxysilane